N=1C=NN2C1C=CC(=C2)C=2C=CN1N=C(N=C(C12)OC)N[C@H]1C(CN(CC1)C(=O)C1(CC1)C#N)(F)F (R)-1-(4-((5-([1,2,4]triazolo[1,5-a]pyridin-6-yl)-4-methoxypyrrolo[2,1-f][1,2,4]triazin-2-yl)amino)-3,3-difluoropiperidine-1-carbonyl)cyclopropane-1-carbonitrile